C1(CC1)C1=NN(C=2N=C(NC(C21)=O)CC2=CC=C(C=C2)OCCOC)C(CC)C2=NC=CC=C2 3-Cyclopropyl-6-(4-(2-Methoxyethoxy)Benzyl)-1-(1-(Pyridin-2-Yl)Propyl)-1H-Pyrazolo[3,4-d]Pyrimidin-4(5H)-One